N-(3-(3-Chloro-2-(3-methoxy-4-((methylamino)methyl)phenyl)pyridin-4-yl)-2-methylphenyl)-5-((methylamino)methyl)picolinamide ClC=1C(=NC=CC1C=1C(=C(C=CC1)NC(C1=NC=C(C=C1)CNC)=O)C)C1=CC(=C(C=C1)CNC)OC